2-(2-{[(5-methyl-1-benzofuran-2-yl)methyl]carbamoyl}-2,3-dihydro-1H-inden-2-yl)acetic acid CC=1C=CC2=C(C=C(O2)CNC(=O)C2(CC3=CC=CC=C3C2)CC(=O)O)C1